(R)-8-(2-aminoethyl)-N2-(3-chloro-4-fluorophenyl)-N4-(1-cyclopropylethyl)quinazoline-2,4-diamine NCCC=1C=CC=C2C(=NC(=NC12)NC1=CC(=C(C=C1)F)Cl)N[C@H](C)C1CC1